C(C)(C)(C)C1=CC(=CC=C1O)CC(C)C 6-tert-butyl-4-isobutyl-phenol